[N+](=O)([O-])C1=C(C=CC(=C1)C=1C=NC=CC1)C1=CC(=NC=C1)NC(=O)C1CC1 N-(4-(2-Nitro-4-(pyridin-3-yl)phenyl)pyridin-2-yl)cyclopropanecarboxamide